IC1=C(C=C(C=C1C)C(F)(F)F)O 2-Iodo-3-methyl-5-(trifluoromethyl)phenol